2,4-diazanyl-1,3,5-trinitrobenzene NC1=C(C=C(C(=C1[N+](=O)[O-])N)[N+](=O)[O-])[N+](=O)[O-]